(E)-1,4-bis(ethoxymethyl)cyclohexane C(C)OCC1CCC(CC1)COCC